C(C)(=O)C1=C(C=C(C=C1)Cl)C1=CC(N(C=C1OC)[C@H](C(=O)NC1=CC=C(C(=O)O)C=C1)CC1CC1)=O (S)-4-(2-(4-(2-acetyl-5-chlorophenyl)-5-methoxy-2-oxopyridin-1(2H)-yl)-3-cyclopropylpropionylamino)benzoic acid